5-bromo-3-(3-chloropropyl)imidazo[1,2-a]pyridine BrC1=CC=CC=2N1C(=CN2)CCCCl